(-)-1-(4-cyclopropylphenyl)-3-[(3S*,4R*)-4-(2,6-difluoro-4-methoxyphenyl)-2-oxopyrrolidin-3-yl]urea C1(CC1)C1=CC=C(C=C1)NC(=O)N[C@@H]1C(NC[C@H]1C1=C(C=C(C=C1F)OC)F)=O |o1:13,17|